ClC1=NC=C(C(=C1)C1=C(C=NC(=C1)C)C(=O)NC=1SC2=C(C=NC(=C2)N2CCC(CC2)NS(=O)(=O)C)N1)OC 2'-chloro-5'-methoxy-6-methyl-N-(6-(4-(methylsulfonylamino)piperidin-1-yl)thiazolo[4,5-c]pyridin-2-yl)-[4,4'-bipyridine]-3-carboxamide